3-(2H-benzo[d][1,2,3]triazol-2-yl)-4-hydroxybenzoic acid hexyl ester C(CCCCC)OC(C1=CC(=C(C=C1)O)N1N=C2C(=N1)C=CC=C2)=O